COC1=CC=C(C=C1)C[C@@H](C)N (R)-1-(4-methoxyphenyl)-2-propanamine